N-(4-bromophenyl)tetrahydrofuran-3-carboxamide BrC1=CC=C(C=C1)NC(=O)C1COCC1